(oxolan-3-yl)methyl N-{[2-(2,6-dioxopiperidin-3-yl)-3-oxo-2,3-dihydro-1H-isoindol-5-yl]methyl}carbamate O=C1NC(CCC1N1CC2=CC=C(C=C2C1=O)CNC(OCC1COCC1)=O)=O